COCC=1C(=C2C=NC(NC2=CC1)=O)C 6-(methoxymethyl)-5-methyl-2-oxo-1,2-dihydroquinazolin